(2S,3S)-N-(2-Cyclohexyl-4-(4-(trifluoromethyl)phenethyl)phenyl)-2,3-difluoroheptanamid C1(CCCCC1)C1=C(C=CC(=C1)CCC1=CC=C(C=C1)C(F)(F)F)NC([C@@H]([C@H](CCCC)F)F)=O